C(C)OC1[NH+](C2=CC=CC=C2C=C1)C(=O)OCC 2-ethoxy-N-ethoxycarbonyl-1,2-dihydro-quinolinium